COC=1N=C2C(=CC=NC2=CC1OC)OC1=C(C=C(C=C1)NC(=O)C1=C(N(C(=C(C1=O)C=1OC=CC1)C)C)C)F N-[4-[(6,7-dimethoxy-1,5-naphthyridin-4-yl)oxy]-3-fluorophenyl]-5-(furan-2-yl)-1,2,6-trimethyl-4-oxopyridine-3-carboxamide